(R)-1-(3,5-dichloro-2-methylpyrazolo[1,5-a]pyrimidin-6-yl)ethan-1-ol ClC=1C(=NN2C1N=C(C(=C2)[C@@H](C)O)Cl)C